bis(ethylamino)di-n-butylsilane C(C)N[Si](CCCC)(CCCC)NCC